tert-butyl 4-(3-{[(4-methoxyphenyl)methyl]amino}-4-nitrophenyl)piperazine-1-carboxylate COC1=CC=C(C=C1)CNC=1C=C(C=CC1[N+](=O)[O-])N1CCN(CC1)C(=O)OC(C)(C)C